N[C@H]1CN(CCC1)C(=O)C=1C=CC=2N(C1)N=C(C2C)C=2N(C1=C(C=C(C=C1C2)F)C2CCN(CC2)C(C(C)(C)OC)=O)CC2CC2 (R)-1-(4-(2-(6-(3-Aminopiperidine-1-carbonyl)-3-methylpyrazolo[1,5-a]pyridin-2-yl)-1-(cyclopropylmethyl)-5-fluoro-1H-indol-7-yl)piperidin-1-yl)-2-methoxy-2-methylpropan-1-one